[2H]C(C(=O)O)C(N1C(C2=C(C=3C=CC(=CC13)F)N(N=C2)C)=O)([2H])[2H] 2,3,3-Trideuterio-3-(7-fluoro-1-methyl-4-oxo-pyrazolo[4,3-c]quinolin-5-yl)propanoic Acid